racemic-3-((tert-butoxycarbonyl)amino)-3-formylazepan-1-carboxylic acid tert-butyl ester C(C)(C)(C)OC(=O)N1C[C@](CCCC1)(C=O)NC(=O)OC(C)(C)C |r|